C(C)(CC)C1C(NC2=C(CN1C(=O)C1=CC3=C(C=NNC3=O)N1)C=CC=C2)=O 3-(sec-butyl)-4-(4-oxo-4,5-dihydro-1H-pyrrolo[2,3-d]pyridazine-2-carbonyl)-1,3,4,5-tetrahydro-2H-benzo[1,4]diazepin-2-one